CC=1C(=NC=C(C1C(=O)OC(C1=C(C=CC=C1C)C)C1=C(C2=C(S1)C=C(C=C2)F)Cl)Cl)N(S(=O)(=O)CC)C (3-chloro-6-fluorobenzo[b]thiophen-2-yl)(2,6-dimethylphenyl)methanol methyl-5-chloro-2-(N-methylethanesulfonamido)pyridine-4-carboxylate